5-(tert-butyl)-N-(4-(2-(cyclopropanecarboxamido)pyridin-4-yl)-2-methoxybenzyl)-1,2,4-oxadiazole-3-carboxamide C(C)(C)(C)C1=NC(=NO1)C(=O)NCC1=C(C=C(C=C1)C1=CC(=NC=C1)NC(=O)C1CC1)OC